C[Si](C)(C)[SiH]([Si](C)(C)C)[Si](C)(C)C Tris(trimethylsilyl)silan